hydroxy-6-(N-(2-(4-(2-hydroxyprop-2-yl)piperidin-1-yl)pyridin-3-yl)sulfamoyl)benzofuran-2-carboxamide OC1=C(OC2=C1C=CC(=C2)S(NC=2C(=NC=CC2)N2CCC(CC2)C(C)(C)O)(=O)=O)C(=O)N